FC1=CC=C(C(=O)NC2=NC=CC(=C2)NC2=C(C=CC(=N2)N2[C@@H]3CN([C@H](C2)C3)C(=O)OC(C)(C)C)[N+](=O)[O-])C=C1 tert-butyl (1S,4S)-5-[6-[[2-[(4-fluorobenzoyl) amino]-4-pyridinyl] amino]-5-nitro-2-pyridinyl]-2,5-diazabicyclo[2.2.1]heptane-2-carboxylate